C(#N)C1=CC=C(CC[C@@]2(CN(CC2)C(C)(C)C2=NC=CC=C2)C(=O)NC=2N=NC(=CC2)C(F)(F)F)C=C1 (R)-3-(4-cyanophenethyl)-1-(2-(pyridin-2-yl)propan-2-yl)-N-(6-(trifluoromethyl)pyridazin-3-yl)pyrrolidine-3-carboxamide